C(C)C1CCN(CC1)C(=O)[O-] 4-ethyl-piperidine-1-carboxylate